ClC(C1=NC(=NO1)C1=CC(=C(CP(OCC)(=O)NCC2=CC(=CC=C2)F)C=C1)F)(F)F ethyl P-(4-(5-(chlorodifluoromethyl)-1,2,4-oxadiazol-3-yl)-2-fluorobenzyl)-N-(3-fluorobenzyl)phosphonamidate